C(C)OC([C@H](CC(C)C)N(C)C(=O)N1C(N(C2=NC(NC(=C12)N)=NS(=O)(=O)CCC)CC1=CC=CC=C1)=O)=O (2S)-2-[[6-amino-9-benzyl-8-oxo-2-(propylsulfonylimino)purine-7-carbonyl]-methyl-amino]-4-methyl-pentanoic acid ethyl ester